diammonium dimesylate S(C)(=O)(=O)[O-].S(C)(=O)(=O)[O-].[NH4+].[NH4+]